N-butenyl-amide C(=CCC)[NH-]